CC(C(=O)O)=CC1=CC=CC=C1.C(C=CC1=CC=CC=C1)(=O)OC METHYL CINNAMATE (methyl 3-phenylprop-2-enoate)